2-(4,4-difluorocyclohexyl)-4-(2,5-difluorophenyl)-N-methylpyridin-3-amine hydrogen chloride salt Cl.FC1(CCC(CC1)C1=NC=CC(=C1NC)C1=C(C=CC(=C1)F)F)F